N1=C(C=CC=C1)OB(OC1=NC=CC=C1)OC1=NC=CC=C1.[V+5] Vanadium(V) Tris(2-pyridyl)borate